1,2-dimethylpropanolate CC(C(C)C)[O-]